pentaerythritol tetraisobutylate CC(C)C[O-].CC(C)C[O-].CC(C)C[O-].CC(C)C[O-].OCC(CO)(CO)CO